O1[C@@H](COCC1)C(=O)N1CCN(CC1)C1=CC2=C(N=C(N=C2N[C@H](C)C2=C(C(=CC=C2)C(F)(F)F)F)C)N=C1OC ((S)-1,4-dioxan-2-yl)(4-(4-(((R)-1-(2-fluoro-3-(trifluoromethyl)phenyl)ethyl)amino)-7-methoxy-2-methylpyrido[2,3-d]pyrimidin-6-yl)piperazin-1-yl)methanone